(5S)-2-(trifluoromethyl)-5,8-dihydro-6H-pyrano[3,4-b]pyridin FC(C1=CC=C2C(=N1)COCC2)(F)F